(S)-N-(8-(methylamino)-5-(6-(2-methylmorpholino)pyrazolo[1,5-a]pyridin-2-yl)-2,7-naphthyridin-3-yl)cyclopropanecarboxamide CNC=1N=CC(=C2C=C(N=CC12)NC(=O)C1CC1)C1=NN2C(C=CC(=C2)N2C[C@@H](OCC2)C)=C1